OCCC1(OC(CCO1)C)C 2-(hydroxyethyl)-2,6-dimethyl-1,3-dioxan